[Si](C)(C)(C(C)(C)C)OCCN(C(OC(C)(C)C)=O)CCCC1=C(C(=NC=C1)Cl)F tert-butyl (2-((tert-butyldimethylsilyl)oxy)ethyl)(3-(2-chloro-3-fluoropyridin-4-yl)propyl)carbamate